S1C(=NC2=C1C=CC=C2)NC(=O)C=2C=CC=C1CCN(CC21)C=2SC(=C(N2)C(=O)OC)CCCOC2=C(C=CC=C2F)C#CCN(C)C(=O)OC(C)(C)C methyl 2-[8-(1,3-benzothiazol-2-ylcarbamoyl)-3,4-dihydro-1H-isoquinolin-2-yl]-5-[3-[2-[3-[tert-butoxycarbonyl(methyl)amino]prop-1-ynyl]-6-fluoro-phenoxy]propyl]thiazole-4-carboxylate